CC1CN(CCC1=O)C(=O)OC(C)(C)C 2-methylpropan-2-yl 3-methyl-4-oxohexahydropyridine-1-carboxylate